C(=O)C=1N2CCN(C=3C=CC=C(C1)C23)C2CC(C2)NC(OC(C)(C)C)=O tert-butyl N-[3-(2-formyl-1,9-diazatricyclo[6.3.1.04,12]dodeca-2,4,6,8(12)-tetraen-9-yl)cyclobutyl]carbamate